FC(C1=CC=C(C=N1)OCC1[C@H]2CN(C[C@@H]12)C(=O)OC(C)(C)C)(F)F tert-butyl (1R,5S,6S)-6-({[6-(trifluoromethyl)pyridin-3-yl]oxy}methyl)-3-azabicyclo[3.1.0]hexane-3-carboxylate